C(C)N(CCOC=1C=CC2=C(C(C=3NC4=CC(=CC=C4C3C2=O)NC(O)=O)(C)C)C1)CC [8-(2-Diethylamino-ethoxy)-6,6-dimethyl-11-oxo-6,11-dihydro-5H-benzo[b]carbazol-3-yl]-carbamic acid